3-ethylsulfonyl-6-(trifluoromethyl)imidazo[1,2-a]pyridine-2-carboxylic acid C(C)S(=O)(=O)C1=C(N=C2N1C=C(C=C2)C(F)(F)F)C(=O)O